C(#N)C1=C(C=C(OC2CCC(CC2)NC(OC(C)(C)C)=O)C=C1)OC(F)(F)F Tert-butyl ((1r,4r)-4-(4-cyano-3-(trifluoromethoxy) phenoxy)cyclohexyl)carbamate